thiobis[3-(3,5-dibutyl-4-hydroxyphenyl) ethyl propionate] S(C(C(=O)[O-])CCCC1=CC(=C(C(=C1)CCCC)O)CCCC)C(C(=O)[O-])CCCC1=CC(=C(C(=C1)CCCC)O)CCCC